N-(2-Chloro-3-{(4S)-2-imino-4-methyl-1-[(2R*,4R*)-2-methyl-tetrahydropyran-4-yl]-6-oxo-hexahydropyrimidin-4-yl}phenyl)-6-(dimethylamino)pyrazine-2-carboxamide hydrochloride Cl.ClC1=C(C=CC=C1[C@]1(NC(N(C(C1)=O)[C@H]1C[C@H](OCC1)C)=N)C)NC(=O)C1=NC(=CN=C1)N(C)C |o1:15,17|